COC(=O)C1=CC2=CC=3C[C@H](CCC3N=C2C=C1)C1(CC1)C.C(CCCCC)C(CCCCCCCC)OC(CCCCCCCOC(=O)[C@H]1NCC(C1)O)=O.C(C=C)OCC1=C(C=CC=C1)C1NCCCCC1 2-(2-(allyloxymethyl)phenyl)azepane [8-(1-hexylnonoxy)-8-oxo-octyl](2S)-4-hydroxypyrrolidine-2-carboxylate methyl-(S)-7-(1-methylcyclopropyl)-5,6,7,8-tetrahydroacridine-2-carboxylate